FC=1C=2N(C=C(C1OC(C)C)C(=O)O)C=C(N2)[C@@]21CO[C@@](CC2)(C1)C 8-fluoro-7-isopropoxy-2-((1S,4R)-1-methyl-2-oxabicyclo[2.2.1]heptan-4-yl)imidazo[1,2-a]pyridine-6-carboxylic acid